C(=C)C=1N=CC=2N(C1C(=O)OC)C=NC2 methyl 6-vinylimidazo[1,5-a]pyrazine-5-carboxylate